N-((3-(dimethyl-amino)phenyl)(8-hydroxy-5-methyl-quinolin-7-yl)meth-yl)-6-((2-(2,6-dioxopiperidin-3-yl)-1,3-dioxoisoindolin-4-yl)amino)-hexanamide CN(C=1C=C(C=CC1)C(NC(CCCCCNC1=C2C(N(C(C2=CC=C1)=O)C1C(NC(CC1)=O)=O)=O)=O)C1=CC(=C2C=CC=NC2=C1O)C)C